1-(7-bromo-2,6-dichloro-8-fluoroquinazolin-4-yl)-4-(trifluoromethyl)azepan-4-ol BrC1=C(C=C2C(=NC(=NC2=C1F)Cl)N1CCC(CCC1)(O)C(F)(F)F)Cl